3-(benzyloxy)-2-chloro-6-(2-(pyridine-3-yl)piperidin-1-yl)pyridine C(C1=CC=CC=C1)OC=1C(=NC(=CC1)N1C(CCCC1)C=1C=NC=CC1)Cl